N1N=NC=C1C1[C@H]2CN(C[C@@H]12)C1=NN=C(O1)C=1C=NC(=NC1)NCCC1=CC(=CC(=C1)Cl)Cl 5-(5-((1R,5S,6r)-6-(1H-1,2,3-triazol-5-yl)-3-azabicyclo[3.1.0]hexan-3-yl)-1,3,4-oxadiazol-2-yl)-N-(3,5-dichlorophenethyl)pyrimidin-2-amine